C(C)(C)OC(N[C@@H]1CC[C@H](CC1)C=1SC(=CN1)C1=C(C=C(C=C1)C(N)=O)S(NCC)(=O)=O)=O (Trans-4-(5-(4-carbamoyl-2-(N-ethylsulfamoyl)phenyl)thiazol-2-yl)cyclohexyl)carbamic acid isopropyl ester